(2S,11aR)-6-((4,4-Difluorocyclohexyl)oxy)-7-fluoro-2-hydroxy-8-methyl-2,3,11,11a-tetrahydro-1H,5H-benzo[f]pyrrolo[2,1-c][1,4]oxazepin-5-one FC1(CCC(CC1)OC1=C(C(=CC2=C1C(N1[C@@H](CO2)C[C@@H](C1)O)=O)C)F)F